4-[(3-{4-[(1,5-dihydroxy-pentan-3-yl)amino]-1-(2,2,2-trifluoroethyl)-1H-indol-2-yl}prop-2-yn-1-yl)amino]-3-methoxy-benzene-1-sulfonamide OCCC(CCO)NC1=C2C=C(N(C2=CC=C1)CC(F)(F)F)C#CCNC1=C(C=C(C=C1)S(=O)(=O)N)OC